(2R,3R,4S,SR)-2-(4-amino-7H-pyrrolo[2,3-d]pyrimidin-7-yl)-5-(2-(2-aminoquinolin-7-yl)ethyl)tetrahydrothiophene-3,4-diol NC=1C2=C(N=CN1)N(C=C2)[C@@H]2S[C@H]([C@H]([C@H]2O)O)CCC2=CC=C1C=CC(=NC1=C2)N |&1:12|